2-{2-[2,5-bis(methoxymethoxy)-phenyl]-2-(phenyl)-vinyl}-N-methylpiperidine COCOC1=C(C=C(C=C1)OCOC)C(=CC1N(CCCC1)C)C1=CC=CC=C1